methyl (1r,2R,3R,4s,5s,6S,7S,8r)-4-aminocubane-1-carboxylate hydrochloride Cl.NC12C3C4C5(C(C14)C2C53)C(=O)OC